2-((4-((R)-2-(4-chloro-2-(methoxy-d3)phenyl)-2-methyl-2H-chromen-8-yl)piperidin-1-yl)methyl)-3-(((S)-oxabutane-2-yl)methyl)-1H-benzo[d]imidazole-6-carboxylic acid ClC1=CC(=C(C=C1)[C@@]1(OC2=C(C=CC=C2C=C1)C1CCN(CC1)CC1N(C2=C(N1)C=C(C=C2)C(=O)O)C[C@@H](O)CC)C)OC([2H])([2H])[2H]